C(C)N1C(N(C=2N=C(N(C2C1=O)C)C=CC1=CC(=C(C=C1)OC)OC)CC)=O 1,3-diethyl-8-(3,4-dimethoxystyryl)-7-methyl-3,7-dihydro-1H-purine-2,6-dione